1-(2-hydroxyethyl)-1-methylthiourea OCCN(C(=S)N)C